BrC1=CC(=CC2=C1NC(S2)NN)[N+](=O)[O-] (E)-4-bromo-2-hydrazino-6-nitro-2,3-dihydrobenzo[d]thiazole